C1=CC2C3C(C1O2)C(=O)N(C3=O)O exo-N-hydroxy-7-oxabicyclo[2.2.1]hept-5-ene-2,3-dicarboximide